hydroxydiisopropylbenzene OC=1C(=C(C=CC1)C(C)C)C(C)C